NC1=NC=NN2C1=C(C=C2C=2C=C(C(=NC2)OC)C(=O)NC=2OC=C(N2)C(N(CCC)CC2CC2)=O)C(F)(F)F 5-[4-amino-5-(trifluoromethyl)pyrrolo[2,1-f][1,2,4]triazin-7-yl]-N-{4-[(cyclopropylmethyl)(propyl)carbamoyl]-1,3-oxazol-2-yl}-2-methoxypyridine-3-carboxamide